1,1,1,2,3,3,4,4,5,5-decafluoropentane FC(C(C(C(C(F)F)(F)F)(F)F)F)(F)F